NC(C(C1=CC(=C(C=C1)F)F)OS(=O)(=O)C)=O methanesulfonic acid 2-amino-1-(3,4-difluorophenyl)-2-oxoethyl ester